1-[1-(8-methylquinoxalin-6-yl)-1H-1,2,4-triazol-5-yl]methanamine CC=1C=C(C=C2N=CC=NC12)N1N=CN=C1CN